N-[4-(1-benzyl-1H-[1,2,3]triazol-4-yl)-phenyl]-2-(1,3-dimethyl-2,6-dioxo-1,2,3,6-tetrahydropurin-7-yl)acetamide C(C1=CC=CC=C1)N1N=NC(=C1)C1=CC=C(C=C1)NC(CN1C=NC=2N(C(N(C(C12)=O)C)=O)C)=O